1,5,9,13-tetra-thia-hexadecane-3,11-diol SCC(CSCCCSCC(CSCCC)O)O